N-(4-METHOXYBENZYL)4-BORONOBENZAMIDE COC1=CC=C(CNC(C2=CC=C(C=C2)B(O)O)=O)C=C1